CC(CC[C@@H](C(=O)OC)NC(=O)C=1C=NC(=CC1)OC1=CC(=CC=C1)OC1CN(C1)S(=O)(=O)CCOCCCCOCC#C)(C)C methyl (2S)-5,5-dimethyl-2-[[6-[3-[1-[2-(4-prop-2-ynoxybutoxy)ethylsulfonyl]azetidin-3-yl]oxyphenoxy]pyridine-3-carbonyl]amino]hexanoate